(d)-N-Boc-piperidine-4-aldehyde C(=O)(OC(C)(C)C)N1CCC(CC1)C=O